C(C=C)(=O)N1CCC(CC1)(C=O)F 1-acryloyl-4-fluoropiperidine-4-carbaldehyde